ClC=1C(=NC(=NC1)C=1CCN(CC1)C(=O)[C@H]1CCC(N1)=O)N[C@H](C)C1=C(C=C(C=C1)Cl)Cl (R)-5-(4-(5-chloro-4-(((R)-1-(2,4-dichlorophenyl)ethyl)amino)pyrimidin-2-yl)-1,2,3,6-tetrahydropyridine-1-carbonyl)pyrrolidin-2-one